Benzo[b]thiophen-3-yl-(pyrrolidin-1-yl)methanone S1C2=C(C(=C1)C(=O)N1CCCC1)C=CC=C2